ClC1=C(C(=C(C=C1OC)OC)Cl)N1C(N(C2=C(C1)C=NC(=N2)NC2=C(C=CC=C2C)NC(C=C)=O)CC)=S N-(2-((6-(2,6-dichloro-3,5-dimethoxyphenyl)-8-ethyl-7-thioxo-5,6,7,8-tetrahydropyrimido[4,5-d]pyrimidin-2-yl)amino)-3-methylphenyl)acrylamide